2-[1-(2,7-Dimethyl-1-oxo-spiro[4H-isoquinoline-3,1'-indane]-5-yl)ethylamino]benzoic acid CN1C(C2=CC(=CC(=C2CC12CCC1=CC=CC=C21)C(C)NC2=C(C(=O)O)C=CC=C2)C)=O